6-[4-[acetyl(ethyl)amino]-3-methyl-phenyl]-N-(3-pyridylmethyl)pyridine-3-carboxamide C(C)(=O)N(C1=C(C=C(C=C1)C1=CC=C(C=N1)C(=O)NCC=1C=NC=CC1)C)CC